6-(N-(2-(4-ethoxypiperidin-1-yl)pyridin-3-yl)sulfamoyl)benzofuran-2-carboxylic acid ethyl ester C(C)OC(=O)C=1OC2=C(C1)C=CC(=C2)S(NC=2C(=NC=CC2)N2CCC(CC2)OCC)(=O)=O